8-methoxy-7-methyl-imidazo[1,2-a]pyridine COC=1C=2N(C=CC1C)C=CN2